[Cl-].C(CC)[N+](C)(C)C prop-1-yl-N,N,N-trimethylammonium chloride